ClC1=CC(=C(C=C1)NC1=CC(=NC(=N1)N1CCOCC1)CNC(C1=NC=CC=C1)=O)OC N-((6-((4-chloro-2-methoxyphenyl)amino)-2-morpholinopyrimidin-4-yl)methyl)picolinamide